3-(3-(difluoromethoxy)phenyl)-1-(2-hydroxy-2-methylpropyl)-N-(3-methyl-1,1-dioxidothietan-3-yl)-1H-pyrazolo[4,3-b]pyridine-6-carboxamide FC(OC=1C=C(C=CC1)C1=NN(C=2C1=NC=C(C2)C(=O)NC2(CS(C2)(=O)=O)C)CC(C)(C)O)F